FC1=CC=C(C(=O)N2[C@@H](C=3N(CC2)C(=NC3[C@H]3C(CCCC3)=O)C3=NC(=NS3)C)C)C=C1 (S)-2-((R)-7-(4-fluorobenzoyl)-8-methyl-3-(3-methyl-1,2,4-thiadiazol-5-yl)-5,6,7,8-tetrahydroimidazo[1,5-a]pyrazin-1-yl)cyclohexan-1-one